P(=O)(O)(O)CS(=O)(=O)O 1-phosphono-methanesulfonic acid